(2-amino-4-pyridyl)-[4-(4,5-dichloro-1H-indole-2-carbonyl)piperazin-1-yl]methanone NC1=NC=CC(=C1)C(=O)N1CCN(CC1)C(=O)C=1NC2=CC=C(C(=C2C1)Cl)Cl